O1CC(CC1)C1CNC1 3-(tetrahydrofuran-3-yl)azetidin